COC1=C(C(=CC(=C1)C1=NC2=C(N1)C=CC(=C2)N2CCN(CC2)C=2C=NC=CC2)O)O 3-methoxy-5-(5-(4-(pyridin-3-yl)piperazin-1-yl)-1H-benzo[d]imidazol-2-yl)benzene-1,2-diol